The molecule is a cembrane diterpenoid that is cembra-2E,7E,11Z-trien-20,10-olide substituted by hydroxy groups at positions 1 and 4. It has been isolated from the leaves of Croton gratissimus. It has a role as a metabolite. It is a cembrane diterpenoid, a diterpene lactone, a macrocycle and a tertiary alcohol. C/C/1=C\\CC[C@@](/C=C/[C@](CCC2=C[C@@H](C1)OC2=O)(C(C)C)O)(C)O